3-(2-(4-(4-ethoxy-6-oxo-1,6-dihydropyridin-3-yl)-2-fluorophenyl)acetamido)-N-(2-(morpholin-4-yl)ethyl)-5-(trifluoromethyl)benzamide C(C)OC=1C(=CNC(C1)=O)C1=CC(=C(C=C1)CC(=O)NC=1C=C(C(=O)NCCN2CCOCC2)C=C(C1)C(F)(F)F)F